FC(S(=O)(=O)[O-])(F)F.C[N+](C)(C)C(C)C1=CC=CC=C1 N,N,N-trimethyl-1-phenylethyl-ammonium trifluoromethanesulfonate